N-(3-chloro-4-(trifluoromethoxy)phenyl)-N-(1-cyano-2,2-dimethylpropyl)-3-(triisopropylsilyl)propiolamide ClC=1C=C(C=CC1OC(F)(F)F)N(C(C#C[Si](C(C)C)(C(C)C)C(C)C)=O)C(C(C)(C)C)C#N